NCCCCCCCCNC(COC1=C2C(N(C(C2=CC=C1)=O)C1C(NC(CC1)=O)=O)=O)=O N-(8-aminooctyl)-2-((2-(2,6-dioxopiperidin-3-yl)-1,3-dioxoisoindolin-4-yl)oxy)acetamide